C(C)OC(CC1CCC2(CC1)OC1(OO2)[C@@H]2CC3CC(C[C@@H]1C3)(C2)C(=O)O)=O (1R,2r,3S,4''S,5S,5's,7S)-4''-(2-ethoxy-2-oxoethyl)dispiro[adamantane-2,3'-[1,2,4]trioxolane-5',1''-cyclohexane]-5-carboxylic acid